C(C)(C)OCCCCCOC(C)C 1,5-diisopropoxypentane